N,N-dimethylcarbamic acid CN(C(O)=O)C